FC1=CC=C(C(=O)N[C@@H](C)C=2N=C3[C@H]4[C@@H](CN(C3=CC2)C(=O)OC2CC2)C4)C=C1 cyclopropyl (6aS,7aR)-2-((S)-1-(4-fluorobenzamido)-ethyl)-6,6a,7,7a-tetrahydro-5H-cyclopropa[c][1,5]naphthyridine-5-carboxylate